(S)-3-(3-(4-hydroxy-1,6-dimethyl-2-oxo-1,2-dihydropyridin-3-yl)ureido)-3-(3'-methoxy-5-methylbiphenyl-3-yl)propanoic acid ethyl ester C(C)OC(C[C@@H](C=1C=C(C=C(C1)C)C1=CC(=CC=C1)OC)NC(=O)NC=1C(N(C(=CC1O)C)C)=O)=O